COC=1C=C(C=CC1OCC=1C=NN(C1)CCC)NC1=C(C=2N=C(C=NC2C=C1)N1CCOCC1)C#N 6-((3-methoxy-4-((1-propyl-1H-pyrazol-4-yl)methoxy)phenyl)amino)-3-morpholinoquinoxaline-5-carbonitrile